C(C)(C)(C)OC(=O)N1CC(C1)N1CCNCC1 1-t-butoxycarbonyl-3-(1-piperazinyl)azetidine